tert-butyl (3R,4R)-4-[{[3,5-bis(trifluoromethyl)phenyl](methyl)carbamoyl}(methyl)amino]-3-(4-fluorophenyl)-1,4'-bipiperidine-1'-carboxylate FC(C=1C=C(C=C(C1)C(F)(F)F)N(C(=O)N([C@H]1[C@@H](CN(CC1)C1CCN(CC1)C(=O)OC(C)(C)C)C1=CC=C(C=C1)F)C)C)(F)F